C1OCC12CN(C2)C2=NN=C(O2)CN(C(CC2=C(C=C(C=C2)C(F)(F)F)C(F)(F)F)=O)C2=CC=C(C=C2)F N-((5-(2-oxa-6-azaspiro[3.3]heptan-6-yl)-1,3,4-oxadiazol-2-yl)methyl)-2-(2,4-bis(trifluoromethyl)phenyl)-N-(4-fluorophenyl)acetamide